O1C(=NCCC1)/C=C/C(=O)NC=1SC=CN1 (E)-3-(5,6-Dihydro-4H-[1,3]oxazin-2-yl)-N-thiazol-2-yl-acrylamide